O1C=NC(=C1)C1=C(C#N)C=CC=C1 2-(1,3-oxazol-4-yl)benzonitrile